6-cyclopropyl-N-[(5-fluoro-4-methyl-1H-benzimidazol-2-yl)methyl]-1-(1-methylpiperidin-4-yl)-1H-pyrazolo[3,4-b]pyrazin-3-amine C1(CC1)C1=CN=C2C(=N1)N(N=C2NCC2=NC1=C(N2)C=CC(=C1C)F)C1CCN(CC1)C